C(C)(C)S(=O)(=O)N1C=C(C=C1)C(=O)N[C@H](C(NC=1SC=C(N1)C1=CC=CC=C1)=O)CCSC (S)-1-(isopropylsulfonyl)-N-(4-(methylsulfanyl)-1-oxo-1-((4-phenylthiazol-2-yl)amino)butan-2-yl)-1H-pyrrole-3-carboxamide